CC=1N(C(=CC1C=O)C)C=1C=NC=CC1 2,5-dimethyl-1-pyridin-3-yl-1H-pyrrole-3-carbaldehyde